(R)-tert-butyl (5-(2-((1-cyclopropyl-2-methoxyethyl)((5-(trifluoromethyl)pyridin-2-yl)methyl)amino)-2-oxoacetamido)-3-methylpyridin-2-yl)carbamate C1(CC1)[C@H](COC)N(C(C(=O)NC=1C=C(C(=NC1)NC(OC(C)(C)C)=O)C)=O)CC1=NC=C(C=C1)C(F)(F)F